N-(1-(4-methoxybenzyl)azepin-3-ylidene)-2-methylpropane-2-sulfinamide COC1=CC=C(CN2CC(C=CC=C2)=NS(=O)C(C)(C)C)C=C1